5-chloro-N-pyrimidin-4-yl-6-[rac-(1S,2S,4S)-2-(dimethylamino)-4-[3-(trifluoromethyl)phenyl]-cyclohexoxy]pyridine-3-sulfonamide formate salt C(=O)O.ClC=1C=C(C=NC1O[C@@H]1[C@H](C[C@H](CC1)C1=CC(=CC=C1)C(F)(F)F)N(C)C)S(=O)(=O)NC1=NC=NC=C1 |r|